3-(2-amino-6-(1-((2-oxo-2,3-dihydrobenzo[d]oxazol-4-yl)methyl)-1H-1,2,3-triazol-4-yl)pyrimidin-4-yl)-2-methylbenzonitrile NC1=NC(=CC(=N1)C=1C(=C(C#N)C=CC1)C)C=1N=NN(C1)CC1=CC=CC2=C1NC(O2)=O